FC(C1=CC=C(C=C1)S(=O)(=O)N1C=C(C2=CC=CC=C12)CC(=O)N)(F)F 2-(1-((4-(trifluoromethyl)phenyl)sulfonyl)-1H-indol-3-yl)acetamide